N-(1-cyclopropylethyl)-5-(2-methylpyrimidin-5-yl)indazole-3-carboxamide C1(CC1)C(C)NC(=O)C1=NNC2=CC=C(C=C12)C=1C=NC(=NC1)C